2-(4-chloro-2-fluoro-5-(2-oxo-2-(3-fluorophenyl)ethoxy)phenyl)-4,5,6,7-tetrahydro-1H-isoindole-1,3(2H)-dione ClC1=CC(=C(C=C1OCC(C1=CC(=CC=C1)F)=O)N1C(C=2CCCCC2C1=O)=O)F